ClC=1C=C(C(=O)C(CC2=CC=C(C=C2)S(=O)(=O)N)C(=O)C2CC2)C=CC1F 4-(2-(3-chloro-4-fluorobenzoyl)-3-cyclopropyl-3-oxopropyl)benzenesulfonamide